Cl.FC=1C=C(C=CC1OC)C1=CN=C2N1C=CN=C2NC2=CC(=C(C(=O)N(CCN1CCNCC1)C)C=C2)C 4-((3-(3-Fluoro-4-methoxyphenyl)imidazo[1,2-a]pyrazin-8-yl)amino)-N,2-dimethyl-N-(2-(piperazin-1-yl)ethyl)benzamide hydrochloride